(4-(3-oxomorpholinyl)benzyl)-1H-benzo[d][1,3]oxazine-2,4-dione O=C1N(CCOC1)C1=CC=C(CN2C(OC(C3=C2C=CC=C3)=O)=O)C=C1